C(C)(=O)NC=1N=C2N(N=C(C=C2)C=2C=C(C(=NC2)C)C(=O)NCC2=C(C=CC(=C2)F)OCC(F)(F)F)C1 5-{2-acetamidoimidazo[1,2-b]pyridazin-6-yl}-N-{[5-fluoro-2-(2,2,2-trifluoroethoxy)phenyl]methyl}-2-methylpyridine-3-carboxamide